BrC(C(C)=O)(Br)Br 1,1,1-Tribromo-2-propanone